1-(tert-butyl)-3-(2,4-dichlorophenyl)-2-(3-phenylfuran-2-yl)-1H-pyrrole C(C)(C)(C)N1C(=C(C=C1)C1=C(C=C(C=C1)Cl)Cl)C=1OC=CC1C1=CC=CC=C1